1,3-Bis(imidazole-1-ylmethyl)benzene N1(C=NC=C1)CC1=CC(=CC=C1)CN1C=NC=C1